CC=1NCC[C@H](N1)C(=O)O (4s)-2-methyl-1,4,5,6-tetrahydropyrimidine-4-carboxylic acid